NC1=NC=CC=C1C1=NC2=C(N1C1=CC=C(C=C1)NC(=O)[C@@H]1CC[C@H](CC1)C(=O)O)C=C(C=C2)N2CCOCC2 trans-4-[[4-[2-(2-amino-3-pyridyl)-6-morpholino-benzimidazol-1-yl]phenyl]carbamoyl]cyclohexanecarboxylic acid